BrC1=CC=C(C=C1)NS(=O)(=O)C=1C=C(C(=O)NC2=CC=C(C=C2)C)C=CC1 3-(N-(4-bromophenyl)sulfamoyl)-N-(p-tolyl)benzamide